((2-(5-fluoro-6-(4-fluorophenyl)-4-(2-hydroxypropan-2-yl)pyridin-2-yl)tetrahydro-2H-pyran-2-yl)methyl)-8-methoxy-3-methylcinnoline-6-carboxamide FC=1C(=CC(=NC1C1=CC=C(C=C1)F)C1(OCCCC1)CC1=C(N=NC2=C(C=C(C=C12)C(=O)N)OC)C)C(C)(C)O